(E)-4-((1H,3'H-[2,4'-bibenzo[d]imidazole]-5-ylimino)methyl)-2,6-dibromobenzene-1,3-diol N1C(=NC2=C1C=CC(=C2)\N=C\C2=C(C(=C(C(=C2)Br)O)Br)O)C2=CC=CC=1N=CNC12